C1(CC1)N1C=C(C=2C(=NC=CC21)NCC2=C(C=C(C=C2)OC)OC)C2=CC=C(C=1N2C=CN1)N 5-(1-CYCLOPROPYL-4-((2,4-DIMETHOXYBENZYL)AMINO)-1H-PYRROLO[3,2-C]PYRIDIN-3-YL)IMIDAZO[1,2-A]PYRIDIN-8-AMINE